5-methyl-3,4-dihydro-2H-benzo[b][1,4]oxazine CC1=CC=CC=2OCCNC21